NC1=C(C(NC2=C(C=CC=C12)C1=NC(=CC=C1)OC(F)(F)F)=O)C(=O)NCCC 4-Amino-2-oxo-N-propyl-8-[6-(trifluoromethoxy)-2-pyridyl]-1H-quinoline-3-carboxamide